4-{1-[(4-Methoxyphenyl)sulfonyl]-2,3-dihydro-1H-pyrrolo[2,3-c]pyridin-4-yl}benzonitrile COC1=CC=C(C=C1)S(=O)(=O)N1CCC=2C1=CN=CC2C2=CC=C(C#N)C=C2